1-(4-chloro-2-hydroxy-3-sulfamoylphenyl)-3-(2,3-dichlorophenyl)urea ClC1=C(C(=C(C=C1)NC(=O)NC1=C(C(=CC=C1)Cl)Cl)O)S(N)(=O)=O